COC1=C(C=2N(C=C1C(=O)OC)C=C(N2)C)C methyl 7-methoxy-2,8-dimethylimidazo[1,2-a]pyridine-6-carboxylate